C(C1=CC=CC=C1)C=1C=C(C=NC1)NC(=O)C1C2C(CN(C1)C(CC1=CNC3=CC(=CC=C13)Cl)=O)CN(C2)C(C2=CC(=C(C=C2)OC(C)C)OC)=O N-(5-benzyl-pyridin-3-yl)-5-(2-(6-chloro-1H-indol-3-yl)acetyl)-2-(4-isopropoxy-3-methoxybenzoyl)octahydro-1H-pyrrolo[3,4-c]pyridine-7-carboxamide